4-(4,4,5,5-tetramethyl-1,3,2-dioxaborolan-2-yl)pyrazol CC1(OB(OC1(C)C)C=1C=NNC1)C